5-[3-{[(2-Methylpiperidin-4-yl)methyl]amino}-4-(trifluoromethyl)phenyl]-1,3,4-oxadiazol-2(3H)-one CC1NCCC(C1)CNC=1C=C(C=CC1C(F)(F)F)C1=NNC(O1)=O